C1(CC1)CCNC=1N=CC2=C(N(C(C=3C=CC=CC23)=O)C2CCC(CC2)(C)O)N1 trans-3-((2-Cyclopropylethyl)amino)-5-(4-hydroxy-4-methylcyclohexyl)pyrimido[4,5-c]isoquinolin-6(5H)-one